2-((1r,4r)-4-ethoxycyclohexylamino)-4-((1r,3r)-3-methylcyclobutylamino)pyrimidine-5-carboxamide C(C)OC1CCC(CC1)NC1=NC=C(C(=N1)NC1CC(C1)C)C(=O)N